Cl.Cl.ClC1=CC=C(C=C1)C=1N=C2N(C=CC=C2)C1CN1C2CNC(C1)CC2 2-(4-Chlorophenyl)-3-(2,5-diazabicyclo[2.2.2]oct-2-ylmethyl)imidazo[1,2-a]pyridin-Dihydrochlorid